C(C)(=O)OC1OC([C@H]([C@H]1OC(C)=O)OCC1=CC=CC=C1)(COS(=O)(=O)C)COS(=O)(=O)C (3R,4S)-4-(benzyloxy)-5,5-bis(((methylsulfonyl)oxy)methyl)tetrahydrofuran-2,3-diyl diacetate